(R)-(+)-2-(tert-butoxycarbonylamino)-3-phenylpropanol C(C)(C)(C)OC(=O)N[C@@H](CO)CC1=CC=CC=C1